F[C@@H](CCCCCCCC(=O)NC1=CC=C(C=C1)NCC1=CC=C(C=C1)O)CF (9S)-9,10-Difluoro-N-(4-((4-hydroxybenzyl)amino)phenyl)decanamid